4-isocyanatocyclohexane N(=C=O)C1CCCCC1